C(C=CCCC)(=O)OCC 2-ethyl hexenoate